(-)-Menthyl-(S)-3-hydroxybutyrat C1(CC(C(CC1)C(C)C)OC(C[C@H](C)O)=O)C